ONC(=N)C1=CC=C(C=C1)OC N-hydroxy-4-methoxybenzene-1-carboximidamide